FC1=CC=C(C=C1)N1N=C(C2=CC=CC=C2C1=O)C=1C=C(C=CC1)CC(C)S(=O)(=O)N (3-(3-(4-fluorophenyl)-4-oxo-3,4-dihydro-phthalazin-1-yl)phenyl)propane-2-sulfonamide